FC1=CC=C(C=C1)NC(=O)C1(COC1)C1=CC=C(C=N1)C=1C=NC(=CC1CO)OC(C)C N-(4-fluorophenyl)-3-(4'-(hydroxymethyl)-6'-isopropoxy-[3,3'-bipyridin]-6-yl)oxetane-3-carboxamide